FC1=CC=C(C=C1)C=CC(=O)OC(C=CC1=CC=C(C=C1)F)=O 3-(4-fluorophenyl)acrylic acid anhydride